4-[3-(2,6-dioxo-3-piperidyl)-1-methyl-2-oxo-8,9-dihydro-7H-imidazo[4,5-f]quinolin-6-yl]-N-[5-fluoro-7-hydroxy-6-(1,1,4-trioxo-1,2,5-thiadiazolidin-2-yl)-2-naphthyl]butanamide O=C1NC(CCC1N1C(N(C2=C3CCCN(C3=CC=C21)CCCC(=O)NC2=CC1=CC(=C(C(=C1C=C2)F)N2S(NC(C2)=O)(=O)=O)O)C)=O)=O